2-{3-[(3S)-3-tert-butylpiperazin-1-yl]-1,2,4-triazin-6-yl}-5-(2H-1,2,3-triazol-2-yl)phenol dihydrochloride Cl.Cl.C(C)(C)(C)[C@H]1CN(CCN1)C=1N=NC(=CN1)C1=C(C=C(C=C1)N1N=CC=N1)O